C(C)(=O)N1CCC(CC1)NC(C1=CC(=C(C(=C1)OC)OCC1=CC=CC=C1)OC)=O N-(1-Acetylpiperidin-4-yl)-4-(benzyloxy)-3,5-dimethoxybenzamide